ClC1=C(OC2=NC3=C(N=C(C(=C3C=C2)O)C(=O)OCC)Cl)C=CC=C1 ethyl 2-(2-chlorophenoxy)-5-hydroxy-8-chloro-1,7-naphthyridine-6-carboxylate